ClC=1N=C2C(=CC(N(C2=CC1)C)=O)N1CCN(CC1)CC1=CC(=CC=C1)C 6-chloro-1-methyl-4-{4-[(3-methylphenyl)methyl]piperazin-1-yl}-2-oxo-1,2-dihydro-1,5-naphthyridine